C(C)(C)(C)C1=CC=C(C=C1)[C@@H](N)[C@@H]1[P@@]2C(=C([C@](C1C1=CC=CC=C1)(C2)C)C)C2=CC=CC=C2 (1R)-(4-(tert-butyl)phenyl)((1R,2R,4S)-4,5-dimethyl-3,6-diphenyl-1-phosphabicyclo[2.2.1]hept-5-en-2-yl)methanamine